FC1=C(C(=C(C(=C1C(C[Al](CC(C)C1=C(C(=C(C(=C1F)F)F)F)F)CC(C)C1=C(C(=C(C(=C1F)F)F)F)F)C)F)F)F)F tris[2-(pentafluorophenyl)-propyl]aluminium